benzyl 6-(4-ethylbenzyl)-5-oxo-1,5,6,8,9,10-hexahydropyrido[3,4-e]pyrimido[1,2-a]pyrimidine-3(4H)-carboxylate C(C)C1=CC=C(CN2C=3N(C4=C(C2=O)CN(CC4)C(=O)OCC4=CC=CC=C4)CCCN3)C=C1